C(C)(=O)C1=C(C(=C(C2=C1OC=1[C@@]2(C(C=2C(=NN(C2C1)C1=CC=C(C=C1)F)C)=O)C)O)C)O (R)-8-acetyl-1-(4-fluorophenyl)-5,7-dihydroxy-3,4a,6-trimethyl-1,4a-dihydro-4H-benzofuro[3,2-f]indazol-4-one